2-((8R,10R)-8-Isopropyl-7-((2S,3S)-3-methyl-2-((R)-1-methylpiperidine-2-carboxamido)pentanoyl)-1-(4-nitrophenyl)-12-oxo-2,6,11-trioxa-7-azatridecan-10-yl)thiazole-4-carboxylic acid C(C)(C)[C@H](N(OCCCOCC1=CC=C(C=C1)[N+](=O)[O-])C([C@H]([C@H](CC)C)NC(=O)[C@@H]1N(CCCC1)C)=O)C[C@@H](OC(C)=O)C=1SC=C(N1)C(=O)O